8-benzochromanecarboxylic acid O1CCCC2=CC=C3C(=C12)C=CC(=C3)C(=O)O